C(C)(C)(C)P(C1=CC=C(C=C1)C1=CC=CC=C1)C(C)(C)C di(tert-butyl)([1,1'-biphenyl]-4-yl)phosphine